N'-Fmoc-L-lysine methyl ester hydrochloride Cl.COC([C@@H](N)CCCCNC(=O)OCC1C2=CC=CC=C2C2=CC=CC=C12)=O